NC=1N=NC(=CC1N1C[C@H]([C@H](CC1)OC)C1=CC=C(C(=O)OC)C=C1)C1=C(C=CC=C1)O |o1:9,10| Methyl 4-((3R*,4S*)-1-(3-amino-6-(2-hydroxyphenyl)pyridazin-4-yl)-4-methoxypiperidin-3-yl)benzoate